N,N'-bis(3-tolyl)-N,N'-diphenyl-1,1'-biphenyl-4,4'-diamine C1(=CC(=CC=C1)N(C1=CC=C(C=C1)C1=CC=C(C=C1)N(C1=CC=CC=C1)C=1C=C(C=CC1)C)C1=CC=CC=C1)C